COC=1C(OC(=CC1N[C@@]1(COCC1)COC)C(=O)NC=1SC(=NN1)N1N=CC=C1C)=O |r| Racemic-3-methoxy-4-((3-(methoxymethyl)tetrahydrofuran-3-yl)amino)-N-(5-(5-methyl-1H-pyrazol-1-yl)-1,3,4-thiadiazol-2-yl)-2-oxo-2H-pyran-6-carboxamide